OC=1C=C2C=C(C=C(C2=CC1O)C(=O)[O-])C(=O)[O-].[Na+].[Na+] sodium 6,7-dihydroxynaphthalene-1,3-dicarboxylate